(P)-1-(5-fluoro-4-(3-hydroxy-3-(trifluoromethyl)cyclobutyl)-2-methoxyphenyl)-N-(isoxazol-3-yl)-N-(4-methoxybenzyl)-2-oxo-1,2-dihydroquinoline-6-sulfonamide FC=1C(=CC(=C(C1)N1C(C=CC2=CC(=CC=C12)S(=O)(=O)N(CC1=CC=C(C=C1)OC)C1=NOC=C1)=O)OC)C1CC(C1)(C(F)(F)F)O